({3-[4-(2-methoxyphenyl)pyrimidin-2-yl]-2-oxo-1,3-oxazolidin-5-yl}methyl)carbamic acid tert-butyl ester C(C)(C)(C)OC(NCC1CN(C(O1)=O)C1=NC=CC(=N1)C1=C(C=CC=C1)OC)=O